CC1=NC=2C(=NC(=CC2)C=2C=CN3N=C(N=CC32)N[C@@H]3CC[C@H](CC3)OC)N1C 5-(2,3-dimethyl-3H-imidazo[4,5-b]pyridin-5-yl)-N-(trans-4-methoxycyclohexyl)pyrrolo[2,1-f][1,2,4]triazin-2-amine